[N+](=O)([O-])C1=CC=C(C=C1)N1CCC(CC1)CO (1-(4-nitrophenyl)piperidin-4-yl)methanol